ClC1=CC2=C(N=CO2)C=C1[N+](=O)[O-] 6-chloro-5-nitro-benzooxazol